C(#N)C1=NC(=CC(=C1O)C(CCC(=O)O)=O)CC1=C(C=CC=C1C)C 4-[2-Cyano-6-(2,6-dimethyl-benzyl)-3-hydroxy-pyridin-4-yl]-4-oxo-butyric acid